CC1(C=2C3=C(C=CC2N(C12C=NC1=C(O2)C=CC2=CC=C(C=C21)OC)CCO)C=CC=C3)C 1,1-dimethyl-3-hydroxyethyl-9'-methoxyspiro[benzo[e]-indoline-2,3'-[3H]-naphtho[2,1-b][1,4]oxazine]